CC(CC(CCC)O)O 2,4-heptanediol